N-(2-(5-fluoro-1H-indol-3-yl)ethyl)-5-(4-fluorobenzyl)isoxazole-3-carboxamide FC=1C=C2C(=CNC2=CC1)CCNC(=O)C1=NOC(=C1)CC1=CC=C(C=C1)F